C-(1-benzyl-1H-indol-6-yl)-methylamine C(C1=CC=CC=C1)N1C=CC2=CC=C(C=C12)CN